methyl thioglycolate (methyl thioglycolate) CC(C(=O)O)S.C(CS)(=O)OC